4,4'-bis(trifluoromethyl)-2,2'-bipyridine FC(C1=CC(=NC=C1)C1=NC=CC(=C1)C(F)(F)F)(F)F